C(C1=CC=CC=C1)O[C@@H]1[C@H](O[C@@H]([C@H]([C@@H]1OCC1=CC=CC=C1)OCC1=CC=CC=C1)COCC1=CC=CC=C1)S 2,3,4,6-Tetra-O-benzyl-α-D-mannopyranosyl thiol